C1CNCC2N1C1=C(NC2)N=C(C=C1)C(=O)N 2,3,4,4a,5,6-hexahydro-1H-pyrazino[1,2-a]pyrido[2,3-e]pyrazine-8-carboxamide